C(C1=CC=CC=C1)OC(=O)NCCCOC=1C=C2C(=NN(C2=CC1)C1OCCCC1)C=1C=C(C(=O)OC)C=C(C1)O methyl 3-[5-[3-(benzyloxycarbonylamino)propoxy]-1-tetrahydropyran-2-yl-indazol-3-yl]-5-hydroxy-benzoate